3-(3,5-dimethyl-1-(3-methyl-[1,2,4]triazolo[4,3-b]pyridazin-6-yl)-1H-pyrazol-4-yl)-1-(4-(2-(trifluoromethyl)benzyl)piperazin-1-yl)propan-1-one bornyl-acetate (bornyl-acetate) C12(C(CC(CC1)C2(C)C)CC(=O)O)C.C21(C(CC(CC2)C1(C)C)CC(=O)O)C.CC1=NN(C(=C1CCC(=O)N1CCN(CC1)CC1=C(C=CC=C1)C(F)(F)F)C)C=1C=CC=2N(N1)C(=NN2)C